rac-5-[4-Amino-2-(N-(2-amino-1-methyl-2-oxoethyl)-4-fluoroanilino)thiazol-5-carbonyl]-N-[2-Fluoro-1-(fluoromethyl)ethyl]isoxazol-3-carboxamid NC=1N=C(SC1C(=O)C1=CC(=NO1)C(=O)NC(CF)CF)N(C1=CC=C(C=C1)F)[C@@H](C(=O)N)C |r|